dimethyl-2,7-diazapyrene CC=1N=C(C2=CC=C3C=NC=C4C=CC1C2=C43)C